COC=1C=C(C=CC1)P(OC)([O-])=O methyl (3-methoxyphenyl)phosphonate